(R)-N-(2-(3-(2-(4-(3-chlorophenyl)piperazin-1-yl)ethyl)-1-oxo-2-oxa-8-azaspiro[4.5]decan-8-yl)-2-oxoethyl)acetamide ClC=1C=C(C=CC1)N1CCN(CC1)CC[C@@H]1OC(C2(C1)CCN(CC2)C(CNC(C)=O)=O)=O